COC1=CC=C(COC=2C(C=C(OC2)COC=2C(OC3=CC=CC=C3C2CCC)=O)=O)C=C1 ((5-((4-methoxybenzyl)oxy)-4-oxo-4H-pyran-2-yl)methoxy)-4-propyl-coumarin